methyl 2-methyl-2-(4-(4,4,5,5-tetramethyl-1,3,2-dioxaborolan-2-yl)phenyl)propanoate CC(C(=O)OC)(C)C1=CC=C(C=C1)B1OC(C(O1)(C)C)(C)C